C1CC12CN(C2)C=2C=CC=NC2 5-{5-Azaspiro[2.3]hexan-5-yl}pyridine